FC1=CC=C(C=C1)C1=NN(C=C1C=1C2=C(N=CN1)OC(=C2)C=2C=NN(C2)C)C2S(CC2)(=O)=O {3-(4-fluorophenyl)-4-[6-(1-methyl-1H-pyrazol-4-yl)furo[2,3-d]pyrimidin-4-yl]-1H-pyrazol-1-yl}-1λ6-thietane-1,1-dione